1-[4-(4-chloropyrrolo[2,1-f][1,2,4]triazin-5-yl)-1-piperidyl]prop-2-en-1-one ClC1=NC=NN2C1=C(C=C2)C2CCN(CC2)C(C=C)=O